C(OC1C#CCCCCC1)(OC1=CC=C(C=C1)[N+](=O)[O-])=O cyclooct-2-yn-1-yl (4-nitrophenyl) carbonate